1-(pyridin-4-yl)-1H-pyrazol N1=CC=C(C=C1)N1N=CC=C1